3-(2,2-difluoroethoxy)cyclobutanamine 2,2,2-trifluoroacetate FC(C(=O)O)(F)F.FC(COC1CC(C1)N)F